CC1=NN(C([C@]12[C@@H](N(C1=CC=CC=C1[C@@H]2C=C)C2=C(C=CC=C2)C)C2=CC=CC=C2)=O)C2=CC=C(C=C2)C (2'S,4R,4'S)-3-methyl-2'-phenyl-1-(p-tolyl)-1'-tolyl-4'-vinyl-1',4'-dihydro-2'H-spiro[pyrazole-4,3'-quinolin]-5(1H)-one